1-{5-methyl-[1,3]oxazolo[4,5-b]pyridin-2-yl}piperazine, trifluoroacetic acid salt FC(C(=O)O)(F)F.CC1=CC=C2C(=N1)N=C(O2)N2CCNCC2